n-propylphenol C(CC)C1=C(C=CC=C1)O